BrC=1C=C(/C=C/C=2SC3=C(N2)C=C(C=C3)NC(OC(C)(C)C)=O)C=CC1OCOC (E)-tert-butyl (2-(3-bromo-4-(methoxymethoxy)styryl)benzo[d]thiazol-5-yl)carbamate